N-(azetidin-3-yl)-3-(3-(4-fluorophenyl)azetidin-1-yl)pyrazin-2-amine N1CC(C1)NC1=NC=CN=C1N1CC(C1)C1=CC=C(C=C1)F